heptadecyl (tert-butoxycarbonyl)-L-phenylalaninate C(C)(C)(C)OC(=O)N[C@@H](CC1=CC=CC=C1)C(=O)OCCCCCCCCCCCCCCCCC